N1CC(C1)C(=O)O[C@H]1[C@H](NC[C@@H]1O)CC1=CC=C(C=C1)OC (2R,3S,4S)-4-hydroxy-2-[(4-methoxyphenyl)methyl]pyrrolidin-3-yl azetidine-3-carboxylate